(7S)-2-(((1-((6-fluoro-4-methylpyridin-3-yl)methyl)-1H-pyrazol-4-yl)methyl)amino)-4,5,7,8-tetramethyl-7,8-dihydropteridin-6(5H)-one FC1=CC(=C(C=N1)CN1N=CC(=C1)CNC1=NC=2N([C@H](C(N(C2C(=N1)C)C)=O)C)C)C